2,5-diisocyanatotoluene N(=C=O)C1=C(C)C=C(C=C1)N=C=O